2-((3-(2-chloro-4-((6-methylpyridazin-3-yl)oxy)phenyl)-1,2,4-oxadiazol-5-yl)methyl)acrylic acid ClC1=C(C=CC(=C1)OC=1N=NC(=CC1)C)C1=NOC(=N1)CC(C(=O)O)=C